C(C)OC1=C(C=CC=C1)NC(C(=O)NCC)=O N-(2-ethoxyphenyl)-N'-(2-ethyl)ethanediamide